ClCC(=O)NC1=C(C=C(C=C1)C)CO 2-chloro-N-(2-(hydroxymethyl)-4-methylphenyl)acetamide